CS(=O)(=O)C1=NC=2N(C(N1)=O)N=C(C2C2=CC(=C(C(=C2)F)F)F)C2=NC=CC=N2 2-methanesulfonyl-7-(pyrimidin-2-yl)-8-(3,4,5-trifluorophenyl)-3H-pyrazolo[1,5-a][1,3,5]triazin-4-one